1-(4-bromo-phenyl)-3-dimethylamino-propenone CN(C)/C=C\C(=O)C1=CC=C(C=C1)Br